The molecule is a dihydroxyflavone that is flavone substituted by hydroxy groups at positions 5 and 2' and methoxy groups at positions 7, 4' and 5'. It has been isolated from Mimosa diplotricha. It has a role as a plant metabolite. It is a trimethoxyflavone and a dihydroxyflavone. It derives from a flavone. COC1=CC(=C2C(=C1)OC(=CC2=O)C3=CC(=C(C=C3O)OC)OC)O